BrC=1C=C(CNNC(CC2OCCCC2)=O)C=CC1 N'-(3-bromobenzyl)-2-(tetrahydro-2H-pyran-2-yl)acethydrazide